tert-Butyl (3S,5R)-3-methyl-5-[2-(p-tolylsulfonyloxy)ethoxy]piperidine-1-carboxylate C[C@@H]1CN(C[C@@H](C1)OCCOS(=O)(=O)C1=CC=C(C=C1)C)C(=O)OC(C)(C)C